[N-]=C=S.C1C(CC2=CC=CC=C12)=O 2-indanone isothiocyanate